CN1N=C(N=N1)C(=O)N[C@@H]1COC2=C1C=CC(=C2)C2=NC(=NO2)C (S)-2-methyl-N-(6-(3-methyl-1,2,4-oxadiazol-5-yl)-2,3-dihydrobenzofuran-3-yl)-2H-tetrazole-5-carboxamide